N(=[N+]=[N-])CCCNC(=O)C1=CC=C(C=C1)N1N=C(C(=C1)NC(=O)C=1N=C(OC1)C1=CC(=NC=C1)OC(NCC(F)(F)F)=O)C(N)=O [4-[4-[[1-[4-(3-azidopropylcarbamoyl)phenyl]-3-carbamoyl-pyrazol-4-yl]carbamoyl]oxazol-2-yl]-2-pyridyl]-N-(2,2,2-trifluoroethyl)carbamate